(E)-6-Tetradecenyl acetate C(C)(=O)OCCCCC\C=C\CCCCCCC